2,3-dihydroxy-5-nitrobenzoic acid methyl ester COC(C1=C(C(=CC(=C1)[N+](=O)[O-])O)O)=O